(E)-2-((2,6-diaminopyridin-3-yl)diazenyl)phenyl 1-methylpiperidine-2-carboxylate CN1C(CCCC1)C(=O)OC1=C(C=CC=C1)\N=N\C=1C(=NC(=CC1)N)N